ClCC1=NC2=C(N1CC1OCC1)C=C(C=C2)C(=O)OC methyl 2-(chloromethyl)-1-(oxetan-2-ylmethyl)-1H-benzo[d]imidazole-6-carboxylate